C(C)(=O)NNC(=O)C12CC(CC(N1C(=O)OC(C)(C)C)C2)C tert-butyl cis-1-(2-acetylhydrazine-1-carbonyl)-3-methyl-6-azabicyclo[3.1.1]heptane-6-carboxylate